2-[(1-ethyl-3-methyl-1H-pyrazol-4-yl)methoxy]-4-[5-(trifluoromethyl)-1,2,4-oxadiazol-3-yl]pyridine C(C)N1N=C(C(=C1)COC1=NC=CC(=C1)C1=NOC(=N1)C(F)(F)F)C